COC(CC=1C=CC2=C(C=CO2)C1)=O 2-(benzofuran-5-yl)acetic acid methyl ester